7-((methylsulfonyloxy)methyl)-3,4-dihydroisoquinoline-2(1H)-carboxylic acid tert-butyl ester C(C)(C)(C)OC(=O)N1CC2=CC(=CC=C2CC1)COS(=O)(=O)C